C(C)(C)(C)C1=CC=C(C(=O)NO)C=C1 4-(tertiary butyl)-benzohydroxamic acid